FC=1C=C(C=CC1)N1C[C@@H](CC1)C1=NN2C(=NC=3C(=CC=CC3C2=N1)OC)N |r| (±)-2-(1-(3-fluorophenyl)pyrrolidin-3-yl)-7-methoxy-[1,2,4]triazolo[1,5-c]quinazolin-5-amine